N[S@@](C1=CC=CC=C1)(=O)=NC([C@H](CC(C)C)NC(OC(C)(C)C)=O)=O tert-butyl ((S)-1-(((R)-amino(oxo)(phenyl)-λ6-sulfanylidene)amino)-4-methyl-1-oxopentan-2-yl)carbamate